ClC=1C=CC2=C(NC(=N2)SCC(=O)N2C(CCCC2C)C)C1 2-[(6-chloro-1H-1,3-benzodiazol-2-yl)sulfanyl]-1-(2,6-dimethylpiperidin-1-yl)ethan-1-one